6-((4-((3-chloro-2-methoxyphenyl)amino)-2-methyl-3-oxo-2,3-dihydro-1H-pyrazolo[3,4-b]pyridin-6-yl)amino)-3-isopropylpyrazine-2-carbonitrile ClC=1C(=C(C=CC1)NC1=C2C(=NC(=C1)NC1=CN=C(C(=N1)C#N)C(C)C)NN(C2=O)C)OC